BrC1=CC(=C(C(=C1)[N+](=O)[O-])CC(=O)O)C (4-bromo-2-methyl-6-nitrophenyl)acetic acid